3-[[(tert-butyldimethylsilyl)oxy]methyl]-5-(2-hydroxyethyl)benzaldehyde [Si](C)(C)(C(C)(C)C)OCC=1C=C(C=O)C=C(C1)CCO